2-(2'-hydroxy-5'-(tert-octyl)phenyl)benzotriazole OC1=C(C=C(C=C1)C(C)(C)CC(C)(C)C)N1N=C2C(=N1)C=CC=C2